4-methoxy-5-pyrimidineboronic acid COC1=NC=NC=C1B(O)O